NCC1(C(N(CC1)C1=CC=C(C=C1)OC)=O)CF 3-(Aminomethyl)-3-(fluoromethyl)-1-(4-methoxyphenyl)pyrrolidin-2-one